2-Cyclopropyl-3-(2,4-difluorophenyl)-2-methylpropan-1-amine C1(CC1)C(CN)(CC1=C(C=C(C=C1)F)F)C